NC(=O)CC=1C=C(C=CC1)B1OC(C)(C)C(C)(C)O1 3-(aminocarbonylmethyl)phenylboronic acid pinacol ester